COC(=O)[C@H]1N([C@H]1C)C(C1=CC=CC=C1)(C1=CC=CC=C1)C1=CC=CC=C1 (2s,3s)-3-methyl-1-tritylaziridine-2-carboxylic acid methyl ester